5-((4-(1-(6-((6-acetyl-8-cyclopentyl-5-methyl-7-oxo-7,8-dihydropyrido[2,3-d]pyrimidin-2-yl)amino)pyridin-3-yl)piperidin-4-yl)piperazin-1-yl)methyl)-6-fluoro-1-oxoisoindoline C(C)(=O)C1=C(C2=C(N=C(N=C2)NC2=CC=C(C=N2)N2CCC(CC2)N2CCN(CC2)CC=2C=C3CNC(C3=CC2F)=O)N(C1=O)C1CCCC1)C